C(C)(C)(C)OC(=O)N1C(CCC1)C(NC=1C=C2CC(CC2=C(C1)F)C=O)=O 2-[(7-fluoro-2-formyl-indan-5-yl)carbamoyl]pyrrolidine-1-carboxylic acid tert-butyl ester